bromo-5-chloro-1H-pyrazolo[4,3-b]pyridin-3-amine BrN1N=C(C2=NC(=CC=C21)Cl)N